C(C)(C)(C)N1N=C(C(=C1C)O)C1=C(C=C(C=C1C)C)C 1-(tert-Butyl)-3-mesityl-5-methyl-pyrazol-4-ol